((1E,6E)-3,5-dioxohepta-1,6-diene-1,7-diyl)bis(2-methoxy-5,1-phenylene) bis(2-propylpentanoate) C(CC)C(C(=O)OC1=C(C=CC(=C1)\C=C\C(CC(\C=C\C=1C=CC(=C(C1)OC(C(CCC)CCC)=O)OC)=O)=O)OC)CCC